C1(CC1)N1N=C(C=C1)C=1C=C(COCC2=C(C=CC(=N2)NC(OC(C)(C)C)=O)F)C=C(C1OC)[N+](=O)[O-] Tert-butyl (6-(((3-(1-cyclopropyl-1H-pyrazol-3-yl)-4-methoxy-5-nitrobenzyl)oxy)methyl)-5-fluoropyridin-2-yl)carbamate